methyl (1R,3R,4S,5R)-1,4-dihydroxy-3,5-bis{[(2E)-3-(3-hydroxy-4-methoxyphenyl)prop-2-enoyl]oxy}cyclohexane-1-carboxylate OC1(C[C@H](C([C@@H](C1)OC(\C=C\C1=CC(=C(C=C1)OC)O)=O)O)OC(\C=C\C1=CC(=C(C=C1)OC)O)=O)C(=O)OC